N-{3-Fluoro-4-[6-methoxy-7-(piperidin-4-ylmethoxy)-quinolin-4-yloxy]-phenyl}-2-oxo-2-(2-phenyl-morpholin-4-yl)-acetamide FC=1C=C(C=CC1OC1=CC=NC2=CC(=C(C=C12)OC)OCC1CCNCC1)NC(C(N1CC(OCC1)C1=CC=CC=C1)=O)=O